((2-chloro-6-fluorobenzyl)amino)-[2,4'-bipyrimidine] ClC1=C(CNC2=NC(=NC=C2)C2=NC=NC=C2)C(=CC=C1)F